1,1'-(3,3'-difluoro[1,1'-biphenyl]-4,4'-diyl)bis{7-amino-4-hydroxy-3-[(E)-diazenyl]naphthalene-2-sulfonic acid} FC=1C=C(C=CC1C1=C(C(=C(C2=CC=C(C=C12)N)O)\N=N\[H])S(=O)(=O)O)C1=CC(=C(C=C1)C1=C(C(=C(C2=CC=C(C=C12)N)O)\N=N\[H])S(=O)(=O)O)F